C(=C)C1=C(C=CC(=C1)C)S(=O)(=O)OC1=CC=C(C=C1)F 1-(4-fluorophenyl) vinyl-4-methylbenzenesulfonate